(1S,3S,4S)-N-[(1S)-1-cyano-2-[(3R)-2-oxo-3-piperidyl]ethyl]-2-[(2R)-3,3-dimethyl-2-[(2,2,2-trifluoroacetyl)amino]butanoyl]-5,5-difluoro-2-azabicyclo[2.2.2]octane-3-carboxamide C(#N)[C@H](C[C@@H]1C(NCCC1)=O)NC(=O)[C@H]1N([C@@H]2CC([C@H]1CC2)(F)F)C([C@@H](C(C)(C)C)NC(C(F)(F)F)=O)=O